CC=1C=NC=C(C1)C 3,5-dimethyl-pyridin